[S].SCC(C(=O)O)=O 3-mercaptopyruvic acid sulfur